(1R,3S,5R)-2-(2-(4-amino-7-methyl-9H-pyrimido[4,5-b]indol-9-yl)acetyl)-N-(6-bromopyridin-2-yl)-2-azabicyclo[3.1.0]hexane-3-carboxamide NC1=NC=NC=2N(C3=CC(=CC=C3C21)C)CC(=O)N2[C@@H]1C[C@@H]1C[C@H]2C(=O)NC2=NC(=CC=C2)Br